3-methyl-5-(4-fluorophenyl)-1H-indole-2-carboxylic acid CC1=C(NC2=CC=C(C=C12)C1=CC=C(C=C1)F)C(=O)O